OC(C)(C)C1=CC(=NN1C)S(=O)(=O)N(CC1=CC=C(C=C1)OC)CC1=CC=C(C=C1)OC 5-(2-hydroxy-prop-2-yl)-N,N-bis(4-methoxybenzyl)-1-methyl-1H-pyrazole-3-sulfonamide